2-(((2S,3R,4R)-1-acetyl-2-cyclopropyl-6-fluoro-3-methyl-1,2,3,4-tetrahydroquinolin-4-yl)amino)pyrimidine-4-carbonitrile C(C)(=O)N1[C@H]([C@@H]([C@H](C2=CC(=CC=C12)F)NC1=NC=CC(=N1)C#N)C)C1CC1